4,7-dibromo-3-methyl-1H-indole BrC1=C2C(=CNC2=C(C=C1)Br)C